FC(C=1N=C2N(N=C(C(=C2C)C)N2CC=3C=C(C=NC3CC2)C2=CC(=C(C=C2)C)F)C(C1)=O)F 2-(difluoromethyl)-7-(3-(3-fluoro-4-methylphenyl)-7,8-dihydro-1,6-naphthyridin-6(5H)-yl)-8,9-dimethyl-4H-pyrimido[1,2-b]pyridazin-4-one